C1(CC1)C([C@@H](C(=O)NC1=NC=CC(=C1)C(NC(CCC(F)(F)F)=O)C1CC1)NC(OC(C)(C)C)=O)C1CC1 tert-butyl ((2S)-1,1-dicyclopropyl-3-((4-(cyclopropyl(4,4,4-trifluorobutan-amido)methyl)pyridin-2-yl)amino)-3-oxopropan-2-yl)carbamate